4-chloro-1-(1-(cyclopropanecarbonyl)piperidin-4-yl)-N-(3-fluoro-5-(thiophen-2-ylethynyl)pyridin-2-yl)-1H-pyrazole-5-carboxamide ClC=1C=NN(C1C(=O)NC1=NC=C(C=C1F)C#CC=1SC=CC1)C1CCN(CC1)C(=O)C1CC1